[N+](=O)([O-])C(C(C(=O)OCC)=O)C1=CC=CC=C1 ethyl nitrophenylpyruvate